6-chloro-1-(2-isopropylphenyl)-4-((S)-2-methylpiperazin-1-yl)-7-(2-methylpiperidin-1-yl)pyrido[2,3-d]pyrimidin-2(1H)-one ClC1=CC2=C(N(C(N=C2N2[C@H](CNCC2)C)=O)C2=C(C=CC=C2)C(C)C)N=C1N1C(CCCC1)C